The molecule is a 1,3-thiazole substituted by a methyl group at position 4. It has a role as a Maillard reaction product. CC1=CSC=N1